4-(3-bis(mercaptomethylthio)methyl-5,6-bis(mercaptomethylthio)-8-mercapto-2,4,7-trithiaoctyl)-5-mercaptomethylthio-1,3-dithiacyclopentane SCSC(C(SCC1SCSC1SCS)SC(C(SCS)SCS)SCS)SCS